ClC1=C(C(=NC=C1)OC)N1CCC(CC1)N1C(N(C=2C(C1C)=CN(N2)C)CC2=C(C=CC=C2)C2CC2)=O 5-(4'-Chloro-2'-methoxy-3,4,5,6-tetrahydro-2H-[1,3']bipyridinyl-4-yl)-7-(2-cyclopropyl-benzyl)-2,4-dimethyl-2,4,5,7-tetrahydro-pyrazolo[3,4-d]pyrimidin-6-one